(4-((4-chlorobenzyl)oxy)phenyl)-6,7-dihydrooxazolo[4,5-c]pyridine-5(4H)-carboxylic acid tert-butyl ester C(C)(C)(C)OC(=O)N1CC2=C(CC1)OC(=N2)C2=CC=C(C=C2)OCC2=CC=C(C=C2)Cl